(M)-(7S)-4-(2-methylphenyl)-7-(4-methyl-1,3-thiazol-5-yl)-2-(2-(2-propenoyl)-2,6-diazaspiro[3.4]octan-6-yl)-5,6,7,8-tetrahydro-3-quinolinecarbonitrile CC1=C(C=CC=C1)C1=C(C(=NC=2C[C@H](CCC12)C1=C(N=CS1)C)N1CC2(CN(C2)C(C=C)=O)CC1)C#N